FC(N1N=C(C=C1)C1=C(C=NC(=C1)C1=CC=C(C=C1)F)CNC(\C=C\CN(C)C)=O)F (E)-N-((4-(1-(difluoromethyl)-1H-pyrazol-3-yl)-6-(4-fluorophenyl)pyridin-3-yl)methyl)-4-(dimethylamino)but-2-enamide